C1(CC1)CNC1=CC(=CC(=N1)N1C(C2=CC(=CC(=C2C1)C(F)(F)F)CNC1(CCC1)C)=O)C1(CCC1)CC1=NN=CN1C 2-(6-((cyclopropylmethyl)-amino)-4-(1-((4-methyl-4H-1,2,4-triazol-3-yl)methyl)cyclobutyl)pyridin-2-yl)-6-(((1-methyl-cyclobutyl)amino)methyl)-4-(trifluoromethyl)isoindolin-1-one